ClC1=C(C=NN(C1=O)CC1=NC(=NO1)C[C@H](O)C1=CC=C(C=C1)Cl)C(=O)N (S)-5-chloro-1-((3-(2-(4-chlorophenyl)-2-hydroxyethyl)-1,2,4-oxadiazol-5-yl)methyl)-6-oxo-1,6-dihydropyridazine-4-carboxamide